C(C(C)C)OCC1=CC=C(C(=C1C(=O)OC(C)(C)C)OCOC)C=C tert-butyl 6-(isobutoxymethyl)-2-(methoxymethoxy)-3-vinylbenzoate